6-(2-chloro-4-(furan-2-yl)pyrimidin-5-yl)-4-methyl-quinazoline ClC1=NC=C(C(=N1)C=1OC=CC1)C=1C=C2C(=NC=NC2=CC1)C